N-oleyl-amide C(CCCCCCC\C=C/CCCCCCCC)[NH-]